C(C=CCCCCC)(=O)OCC[N+](C)(C)C.CC(CC)C1=C(C=CC=C1)NS(=O)=O.[Na+] sodium N-[2-(but-2-yl)phenyl]sulfonamide choline octenoate